BrC=1C(=NN(C1)COCC[Si](C)(C)C)N 4-bromo-1-((2-(trimethylsilyl)ethoxy)methyl)-1H-pyrazole-3-amine